FC(N1N=CC(=C1)C=1C=CC(=C(C1)C1=CC=C(C=C1)CN1C(=NC2=C1C(=CC=C2)C(=O)O)OCC)C=2N=NNN2)F 1-((5'-(1-(difluoromethyl)-1H-pyrazol-4-yl)-2'-(2H-tetrazol-5-yl)-[1,1'-biphenyl]-4-yl)methyl)-2-ethoxy-1H-benzo[d]imidazole-7-carboxylic Acid